1-METHYL-1H-INDOLE-3-ACETALDEHYDE CN1C=C(C2=CC=CC=C12)CC=O